{4-[4-(dimethoxy-phenyl-methyl)phenylthio]phenyl}diphenylsulfonium nonafluorobutanesulfonate FC(C(C(C(S(=O)(=O)[O-])(F)F)(F)F)(F)F)(F)F.COC(C1=CC=C(C=C1)SC1=CC=C(C=C1)[S+](C1=CC=CC=C1)C1=CC=CC=C1)(C1=CC=CC=C1)OC